1-(3-chlorophenyl)cyclopropan-1-amine ClC=1C=C(C=CC1)C1(CC1)N